FC1=C(C(=CC=C1)C(F)(F)F)[C@H](C)NC(=O)C=1C=C2C(=C(N(C2=CC1)CC1=CC=C(C=C1)C=1C(=CC=CC1)C(=O)OC(C)(C)C)C)C (S)-tert-Butyl 4'-((5-((1-(2-fluoro-6-(trifluoromethyl)phenyl)ethyl)carbamoyl)-2,3-dimethyl-1H-indol-1-yl)methyl)-[1,1'-biphenyl]-2-carboxylate